C1CCC=2C(CC=CC12)=O 4(5H)indanone